FC1(CC=2N(N=C(C2C2CCC(CC2)(C)COC)CN(CCN(C(OC(C)(C)C)=O)C)C)C1)F tert-Butyl (2-(((5,5-difluoro-3-(4-(methoxymethyl)-4-methylcyclohexyl)-5,6-dihydro-4H-pyrrolo[1,2-b]pyrazol-2-yl)methyl)(methyl)amino)ethyl)(methyl)carbamate